6,7-Dichloro-4-hydroxy-1-(2-isopropyl-4-methylpyridin-3-yl)-2-oxo-1,2-dihydro-1,8-naphthyridine-3-carbonitrile ClC=1C=C2C(=C(C(N(C2=NC1Cl)C=1C(=NC=CC1C)C(C)C)=O)C#N)O